O1COCC2=C1C=CC(=C2)C(N2CC1(CCN(C1)C(=O)OC(C)(C)C)CC2)C2=CC1=C(OCOC1)C=C2 tert-butyl 7-(bis(4H-benzo[d][1,3]dioxin-6-yl)methyl)-2,7-diazaspiro[4.4]nonane-2-carboxylate